ClC1=C(C(=C(C(=N1)C(=O)NC=1C=C2C(=NNC2=CC1)C(F)F)C)C)C#N 6-Chloro-5-Cyano-N-(3-(difluoromethyl)-1H-indazol-5-yl)-3,4-dimethylpicolinamide